C1(=C(C(=CC(=C1)C)C)C1N(C2=C([NH+]1CC1=CC=C(C=C1)C)C=CC=C2)C)C 2-mesityl-3-methyl-1-(4-methylbenzyl)-1H-benzimidazolium